C(#N)C=1C=C(C(=O)NC2=NC(=CC=C2)C=2C(=CC3=C(N=C4N3CCC4)C2)C)C=CC1NC(\C=C\CNC1CCC(CC1)OC)=O 3-cyano-4-((E)-4-(((1r,4r)-4-methoxycyclohexyl)amino)but-2-enamido)-N-(6-(7-methyl-2,3-dihydro-1H-benzo[d]pyrrolo[1,2-a]imidazol-6-yl)pyridin-2-yl)benzamide